ClC1=C(C(=O)N2COC3=C(C2)C=CC=C3C3=CC(=C(C(=O)O)C=C3F)N3C2COCC3CC2)C(=CC(=C1)C=1C=NN2C1CN(CC2)C)Cl 4-[3-[2,6-Dichloro-4-(5-methyl-6,7-dihydro-4H-pyrazolo[1,5-a]pyrazin-3-yl)benzoyl]-2,4-dihydro-1,3-benzoxazin-8-yl]-5-fluoro-2-(3-oxa-8-azabicyclo[3.2.1]octan-8-yl)benzoic acid